ClC=1C=C(C=C(C1OC=1C=C2C(=CC(=NC2=CC1)C=1SC(=CC1)C)C)Cl)N1N=C(C(NC1=O)=O)C#N 2-(3,5-Dichloro-4-((4-methyl-2-(5-methylthiophen-2-yl)quinolin-6-yl)oxy)phenyl)-3,5-dioxo-2,3,4,5-tetrahydro-1,2,4-triazine-6-carbonitrile